CC(=CC=1NC2=CC=CC=C2C1)C 2-(2-methylpropan-1-en-1-yl)-1H-indole